P(=O)(O)(O)OCCNC(C(=O)O)CC N-α-hydroxy-butanoyl-ethanolamine phosphate